1-(5-bromo-1H-pyrrolo[2,3-b]pyridine-3-yl)-N,N,N-trimethylammonium iodide [I-].BrC=1C=C2C(=NC1)NC=C2C[NH+](C)C